C[C@H]([C@@H](CCCCCCCCCCC)O)O (2R,3R)-tetradecane-2,3-diol